1-(5-(3-(trifluoromethyl)benzyl)octahydro-pyrrolo[3,4-c]pyrrole-2-carbonyl)-1H-pyrazole-3-carboxylic acid FC(C=1C=C(CN2CC3C(C2)CN(C3)C(=O)N3N=C(C=C3)C(=O)O)C=CC1)(F)F